BrCCCCCC[Si](OC(C)CCC#CCCCCC)(OC(C)CCC#CCCCCC)OC(C)CCC#CCCCCC (6-Bromohexyl)tris(undec-5-yn-2-yloxy)silane